F[P-](F)(F)(F)(F)F.C(CCCCCCCCC)C1=CC=C(C=C1)[I+]C1=CC=C(C=C1)CCCCCCCCCC bis(4-decylphenyl)iodonium hexafluorophosphate